(S)-N-(5-((4-(2-methoxypropoxy)phenyl)ethynyl)-8-(methylamino)-2,7-naphthyridin-3-yl)cyclopropanecarboxamide CO[C@H](COC1=CC=C(C=C1)C#CC1=C2C=C(N=CC2=C(N=C1)NC)NC(=O)C1CC1)C